nicotine-bitartrate salt OC(=O)C(O)C(O)C(=O)O.N1=CC=CC(=C1)C1N(C)CCC1